FC=1C=CC(=C(C1)CC(=O)O)NC(C1=CC(=C(C=C1)N1CCCCC1)C(NC1=NN(C2=CC=CC=C12)CC(F)(F)F)=O)=O 2-(5-fluoro-2-(4-(piperidin-1-yl)-3-((1-(2,2,2-trifluoroethyl)-1H-indazol-3-yl)carbamoyl)benzamido)phenyl)acetic acid